6-(cyclopropanesulfonamido)-4-((2,5-dimethyl-4,5-dihydro-[1,2,4]triazolo[1,5-a]quinoxalin-6-yl)amino)-N-(methyl-d3)pyridazine-3-carboxamide C1(CC1)S(=O)(=O)NC1=CC(=C(N=N1)C(=O)NC([2H])([2H])[2H])NC1=C2N(CC=3N(C2=CC=C1)N=C(N3)C)C